C(C(C)C)(=O)OCC Ethyl isobutanoate